Methyl 2-(2,2,2-trifluoroethyl)isonicotinate Palladium [Pd].FC(CC=1C=C(C(=O)OC)C=CN1)(F)F